1-[[3,4-dihydro-6-[(2-methoxy-4-propylphenyl)methoxy]-1-methyl-2-naphthyl]methyl]-3-azetidinecarboxylic acid COC1=C(C=CC(=C1)CCC)COC=1C=C2CCC(=C(C2=CC1)C)CN1CC(C1)C(=O)O